C(C1=CC=CC=C1)N1CC2=C(N=CN=C2)C[C@H]1C (R)-6-Benzyl-7-methyl-5,6,7,8-tetrahydropyrido[4,3-d]pyrimidin